2-(2-(5-chloro-2-((tetrahydro-2H-pyran-4-yl)amino)pyrimidin-4-yl)-8-oxo-5,6-dihydroimidazo[1,2-a]pyrazin-7(8H)-yl)propionic acid ClC=1C(=NC(=NC1)NC1CCOCC1)C=1N=C2N(CCN(C2=O)C(C(=O)O)C)C1